COC1=C(C=CC(=C1)C)O 2-Methoxy-4-methylphenol